2-oxo-1,2,3,4-tetrahydroquinoline-6-carboxylate O=C1NC2=CC=C(C=C2CC1)C(=O)[O-]